C(C1=CC=CC=C1)(=O)OCC1(C2=CC=CC=C2C=2CCCCC12)COC(C1=CC=CC=C1)=O 9,9-dibenzoyloxymethyl-1,2,3,4-tetrahydrofluorene